N-[3-(trimethylammonio)butyl]methacrylamide chloride [Cl-].C[N+](C(CCNC(C(=C)C)=O)C)(C)C